1-((3,5-difluorophenyl)sulfonyl)-6-methoxy-1,2,3,4-tetrahydroquinoxaline FC=1C=C(C=C(C1)F)S(=O)(=O)N1CCNC2=CC(=CC=C12)OC